[K+].S(=O)(=O)([O-])C1=CC=C(C(=O)[O-])C=C1.[K+] 4-sulfobenzoic acid potassium salt